2,6-dichloro-6-carboxypyridine ClC=1NC(C=CC1)(C(=O)O)Cl